COC(=O)C=1C=CC2=C(N(C(=N2)C(C)N2CCN(CC2)C2=NC(=CC=C2)OCC2=C(C=C(C=C2)C#N)F)C[C@H]2OCC2)C1 2-(1-(4-(6-((4-cyano-2-fluorobenzyl)oxy)pyridin-2-yl)piperazin-1-yl)ethyl)-1-(((S)-oxetan-2-yl)methyl)-1H-benzo[d]imidazole-6-carboxylic acid methyl ester